FC=1C=CC=C2C(=CC=NC12)N1CCN(CC1)C(=O)[C@@H]1CN(CC1)C(=O)OC(C)(C)C (S)-tert-butyl 3-(4-(8-fluoroquinolin-4-yl)piperazine-1-carbonyl)pyrrolidine-1-carboxylate